(S)-7-(1-methoxyethyl)-2-methylthiazolo[5,4-b]pyridin-6-amine CO[C@@H](C)C1=C2C(=NC=C1N)SC(=N2)C